methyl (2E)-3-{4-[5-(adamantan-1-yl)-2-methoxybenzoyl]phenyl}prop-2-Enoat C12(CC3CC(CC(C1)C3)C2)C=2C=CC(=C(C(=O)C3=CC=C(C=C3)/C=C/C(=O)OC)C2)OC